5-bromo-2-(furan-3-yl)-3-iodo-1H-pyrrolo[2,3-b]pyridine BrC=1C=C2C(=NC1)NC(=C2I)C2=COC=C2